FC1=C(CNC2CCC(CC2)NS(=O)(=O)C=2C=NC(=CC2)N2CCOCC2)C=CC=C1 N-((1r,4r)-4-((2-Fluorobenzyl)amino)cyclohexyl)-6-morpholinopyridine-3-sulfonamide